5-(2-((3,3-difluoro-1-(methylcarbamoyl)cyclobutyl)amino)-2-oxoacetyl)-6-methyl-2,3-dihydro-1H-pyrrolizine-7-carboxylic acid tert-butyl ester C(C)(C)(C)OC(=O)C=1C(=C(N2CCCC12)C(C(=O)NC1(CC(C1)(F)F)C(NC)=O)=O)C